[I-].C(C(=C)C)(=O)OCC[N+](C)(C)C 2-(methacryloyloxy)ethyltrimethylammonium iodide